tert-butyl 4-(((5-chloro-2-propoxybenzyl)amino)methyl)piperidine-1-carboxylate ClC=1C=CC(=C(CNCC2CCN(CC2)C(=O)OC(C)(C)C)C1)OCCC